4-((3-(4-methoxyphenyl)imidazo[1,2-a]pyrazin-8-yl)amino)-2-methyl-N-(2-(methylamino)-2-oxoethyl)benzamide COC1=CC=C(C=C1)C1=CN=C2N1C=CN=C2NC2=CC(=C(C(=O)NCC(=O)NC)C=C2)C